C1(=CC=CC=C1)P(CCCCCCCCCC)C1=CC=CC=C1 diphenylmonodecylphosphine